CN1C(C=C(C(=C1)[N+](=O)[O-])C)=O 1,4-Dimethyl-5-nitropyridine-2(1H)-one